(R)-2-(2-chloro-5-isopropyl-8-oxothieno[2',3':4,5]pyrrolo[1,2-d][1,2,4]triazin-7(8H)-yl)-N-(1-methylpyrrolidin-3-yl)acetamide ClC1=CC2=C(C=C3N2C(=NN(C3=O)CC(=O)N[C@H]3CN(CC3)C)C(C)C)S1